(4aS,8aR)-6-(6-(2-Chloro-4-fluorophenoxy)-2-azaspiro[3.3]heptane-2-carbonyl)hexahydro-2H-pyrido[4,3-b][1,4]oxazin-3(4H)-one ClC1=C(OC2CC3(CN(C3)C(=O)N3C[C@H]4[C@H](OCC(N4)=O)CC3)C2)C=CC(=C1)F